C1NC(CC=2C3=CC=CC=C3NC12)C(=O)O 1,2,3,4-tetrahydro-β-carboline-3-carboxylic acid